C1(CC1)C(=O)NC1=NC=C(C(=O)NC([2H])([2H])[2H])C(=C1)NC1=CC=C2C=CN(C2=C1OC)CC(C)(F)F 6-(Cyclopropanecarboxamido)-4-((1-(2,2-difluoropropyl)-7-methoxy-1H-indol-6-yl)amino)-N-(methyl-d3)nicotinamide